ethylimino-oxo-(trifluoromethyl)-λ6-sulfane C(C)N=S(C(F)(F)F)=O